C(C#C)OCCOCCOCCN1N=CC=C1C(=O)OC Methyl 1-(2-(2-(2-(prop-2-yn-1-yloxy)ethoxy)ethoxy)ethyl)-1H-pyrazole-5-carboxylate